tributyl-(cyanomethyl)phosphonium chloride [Cl-].C(CCC)[P+](CC#N)(CCCC)CCCC